FC=1C=C(C=C(C1)F)CC(=O)N 3,5-difluorophenylacetamide